CN(C(=O)C1=CC=CC=C1)C 2-(dimethyl-carbamoyl)benzene